FC1(CCC2=C1N=C(N=C2C2=CC1=C(C(CO1)NS(=O)(=O)C)C=C2)N2[C@H](CC2)C)F N-[6-[7,7-difluoro-2-[(2S)-2-methylazetidin-1-yl]-5,6-dihydrocyclopenta[d]pyrimidin-4-yl]-2,3-dihydrobenzofuran-3-yl]methanesulfonamide